FC1(CCN(CC1)CC=1C=C(C(N(C1)CC(F)(F)F)=O)C(=O)NC1=CC(=CC=C1)C(CC1=NN=CN1C)(C)C)F 5-((4,4-Difluoropiperidin-1-yl)methyl)-N-(3-(2-methyl-1-(4-methyl-4H-1,2,4-triazol-3-yl)propan-2-yl)phenyl)-2-oxo-1-(2,2,2-trifluoroethyl)-1,2-dihydropyridine-3-carboxamide